BrN1C(=NC=C1)C1=CC=C(C=C1C)C 3-bromo-6-methyl-2-(4-methylphenyl)imidazole